(((S)-1-methylpyrrolidin-2-yl)methoxy)-7-(5,6,7,8-tetrahydronaphthalen-1-yl)-1,6-naphthyridine-3-acetonitrile CN1[C@@H](CCC1)COC1=NC2=CC(=NC=C2C=C1CC#N)C1=CC=CC=2CCCCC12